4-[4-amino-8-(trans-4-aminocyclohexyloxy)-5,5-dimethyl-6H-benzo[H]quinazolin-7-yl]butyronitrile NC1=NC=NC=2C3=C(CC(C12)(C)C)C(=C(C=C3)O[C@@H]3CC[C@H](CC3)N)CCCC#N